FC(C(=O)NC(CO)(C)C)(F)C=1C=C(C(=O)NC2=CC(=C(C=C2)F)C)C=CC1F 3-(1,1-difluoro-2-((1-hydroxy-2-methylpropan-2-yl)amino)-2-oxoethyl)-4-fluoro-N-(4-fluoro-3-methylphenyl)benzamide